N5-(3-Aminopropyl)-2-methyl-1,5-pentanediamine NCCCNCCCC(CN)C